C1N(CC12CNC2)CC=2C(N(C=CC2)CC(F)(F)F)=O 3-(2,6-diazaspiro[3.3]heptan-2-ylmethyl)-1-(2,2,2-trifluoroethyl)pyridin-2-one